C(C)[Si]1(N(CCC1)CC(=O)OCC)CC 2,2-diethyl-1-(ethoxycarbonyl)methyl-1-aza-2-silacycloPentane